6-(4-chloro-2-methoxyphenyl)-2-(pyridin-2-yloxymethyl)imidazo[1,2-a]pyrimidine ClC1=CC(=C(C=C1)C=1C=NC=2N(C1)C=C(N2)COC2=NC=CC=C2)OC